CN1C(C(CCC1=O)N1C(C2=CC=C(C=C2C1)N1CCN(CC1)CC1=CC=C(C(=O)OC(C)(C)C)C=C1)=O)=O tert-butyl 4-((4-(2-(1-methyl-2,6-dioxopiperidin-3-yl)-1-oxoisoindolin-5-yl)piperazin-1-yl)methyl)benzoate